The molecule is a quercetin O-glycoside that is quercetin attached to a alpha-L-rhamnopyranosyl(1->2)-beta-D-galactopyranosyl residue at position 3 and a alpha-L-rhamnopyranosyl residue at position 7 via glycosidic linkages. It has been isolated from Vicia faba and Lotus edulis. It has a role as a plant metabolite. It is a quercetin O-glycoside, an alpha-L-rhamnoside, a beta-D-galactoside and a trihydroxyflavone. C[C@H]1[C@@H]([C@H]([C@H]([C@@H](O1)O[C@@H]2[C@H]([C@H]([C@H](O[C@H]2OC3=C(OC4=CC(=CC(=C4C3=O)O)O[C@H]5[C@@H]([C@@H]([C@H]([C@@H](O5)C)O)O)O)C6=CC(=C(C=C6)O)O)CO)O)O)O)O)O